2-(Azepan-1-yl)-N-(5-cyanopyridin-3-yl)-5-(trifluoromethyl)nicotinamide N1(CCCCCC1)C1=C(C(=O)NC=2C=NC=C(C2)C#N)C=C(C=N1)C(F)(F)F